ethyl (6-hydroxy-2-phenyl-[1,2,4]triazolo[5,1-a]isoquinoline-5-carbonyl)glycinate OC1=C(N2C(C3=CC=CC=C13)=NC(=N2)C2=CC=CC=C2)C(=O)NCC(=O)OCC